CC(C)OC(=O)N=NC(=O)OC(C)C N-{[(propan-2-yloxy)carbonyl]imino}(propan-2-yloxy)formamide